2-(3-bromoprop-1-yn-1-yl)pyridine BrCC#CC1=NC=CC=C1